NC=1C=CC(=C(C1)S(=O)(=O)N)C=1C=NN(C1)CCOC 5-Amino-2-[1-(2-methoxyethyl)-1H-pyrazol-4-yl]benzenesulfonamide